OC1=C(C=O)C=C(C(=C1)OC)OC 2-hydroxy-4,5-dimethoxybenzaldehyde